2,5-thiophene-dicarboxaldehyde S1C(=CC=C1C=O)C=O